C(CCCC)N1C=C(C2=CC=CC=C12)C(=O)C1=CC=C(C2=CC=CC=C12)Br 1-pentyl-3-(4-bromo-1-naphthoyl)indole